B(O)(O)CCC[C@]12[C@H](CN[C@@H]1C(=O)O)COC2 (3aS,4S,6aR)-3a-(3-boronopropyl)hexahydro-1H-furo[3,4-c]pyrrole-4-carboxylic acid